S(=O)(=O)(O)[O-].CC=1NC=C[NH+]1 methylimidazolium hydrogensulfate